C(CCCCCCCCCCC)S(=O)(=O)O.C(CCCCCCCCCCC)S(=O)(=O)O dodecylsulfonic acid, dodecylsulfonic acid salt